tert-butyl 3-(2-((3-acetamido-4-(2-(dimethylamino)-N-ethylacetamido) phenyl) amino)-5-chloropyrimidin-4-yl)-1H-indole-1-carboxylate C(C)(=O)NC=1C=C(C=CC1N(C(CN(C)C)=O)CC)NC1=NC=C(C(=N1)C1=CN(C2=CC=CC=C12)C(=O)OC(C)(C)C)Cl